ClC1=CC(=C(C=C1)[C@@H]1OC2=C(C=CC=C2C(=C1)F)C1CCN(CC1)CC1=NC=2C(=NC(=CC2)C(=O)O)N1CC1(CC1)CF)OC (R)-2-((4-(2-(4-chloro-2-methoxyphenyl)-4-fluoro-2H-chromen-8-yl)piperidin-1-yl)methyl)-3-((1-(fluoromethyl)cyclopropyl)methyl)-3H-imidazo[4,5-b]pyridine-5-carboxylic acid